ClC1=NC=CC(=N1)OC1=C(C#N)C=C(C=C1C)C ((2-chloropyrimidin-4-yl)oxy)-3,5-dimethylbenzonitrile